5-bromo-2-fluoro-4-methyl-N-(3-(trifluoromethyl)phenyl)benzamide BrC=1C(=CC(=C(C(=O)NC2=CC(=CC=C2)C(F)(F)F)C1)F)C